N-ethyl-2-(4-formylstyryl)pyridinium C(C)[N+]1=C(C=CC=C1)C=CC1=CC=C(C=C1)C=O